(1R,7S,8R,9R,10R,11S,12R,E)-10,11,12-trihydroxy-7-methyl-13-oxa-2-thiabicyclo[7.3.1]tridec-5-en-8-aminium formate C(=O)[O-].O[C@H]1[C@H]2[C@@H]([C@H](/C=C/CCS[C@H]([C@@H]([C@H]1O)O)O2)C)[NH3+]